4-Methylheptacosane CC(CCC)CCCCCCCCCCCCCCCCCCCCCCC